1-[(4,4-dimethyl-2-keto-cyclohex-1-yl)methyl]piperidine CC1(CC(C(CC1)CN1CCCCC1)=O)C